N-CYCLOHEXYL-2-(3-FORMYL-INDOL-1-YL)-ACETAMIDE C1CCC(CC1)NC(=O)CN2C=C(C3=CC=CC=C32)C=O